ethyl (S)-3-(3-(4-hydroxy-1-methyl-2-oxo-1,2-dihydropyridin-3-yl)ureido)-3-(4-(4-methylbenzyl) phenyl)propanoate OC1=C(C(N(C=C1)C)=O)NC(N[C@@H](CC(=O)OCC)C1=CC=C(C=C1)CC1=CC=C(C=C1)C)=O